COCOC=1C=C2C=C(N(C2=CC1)C1=CC(=NC=C1)C)C1CCOCC1 5-(methoxymethoxy)-1-(2-methyl-4-pyridinyl)-2-tetrahydropyran-4-yl-indole